N[C@H]1C(N(OC1)CC)=O (R)-4-amino-2-ethyl-isoxazolidin-3-one